ClC1=C(C(=O)NC=2C=C(C=CC2)C)C=C(C=C1)S(NC=1C=C(C=CC1)C)(=O)=O 2-chloro-N-(m-tolyl)-5-(N-(m-tolyl)sulfamoyl)benzamide